[Cl-].C(C1=CC=CC=C1)[N+](CCCCCCCCCCCCCCCC)(CC)CC Benzyl-diethyl-hexadecyl-ammonium chloride